(1R,2R)-N-(7-chloro-6-(1-((3R,4R)-4-hydroxy-3-methyltetrahydrofuran-3-yl)piperidin-4-yl)isoquinolin-3-yl)-2-(tetrahydrofuran-2-yl)cyclopropane-1-carboxamide ClC1=C(C=C2C=C(N=CC2=C1)NC(=O)[C@H]1[C@@H](C1)C1OCCC1)C1CCN(CC1)[C@@]1(COC[C@@H]1O)C